C(C)(C)(C)OC(=O)NCC(C(=O)OC(C)(C)C1=CC(=C(C(=O)OCC2=CC=CC=C2)C=C1)F)(C)C Benzyl 4-(2-((3-((tert-butoxycarbonyl)amino)-2,2-dimethylpropanoyl)oxy)propan-2-yl)-2-fluorobenzoate